C(=C)N([Si](C)(C)C=C)[SiH3] bisvinyldimethyldisilazane